C1(=CC=C(C=C1)N(C1=CC=C(C=C1)C)C1=CC=C(C=C1)C1(CCCCC1)C1=CC=C(C=C1)N(C1=CC=C(C=C1)C)C1=CC=C(C=C1)C)C 1,1-bis[4-[N,N-di(p-tolyl)amino]phenyl]-cyclohexane